CS(=O)(=O)C1C(C(=C(C=C1)OC(C)C)C1=CC=CC=C1)(OC(C)C)P(C1CCCCC1)C1CCCCC1 methanesulfonyl-(2-dicyclohexylphosphino-2,6-diisopropyloxy-1,1-biphenyl)